C(CCCCCCC\C=C/CCCCCCCC)(=O)N.[Na].BrC1=CC(=C(C(=C1)C)N1CCOCC1)C 4-(4-bromo-2,6-dimethyl-phenyl)morpholine sodium oleamidoate